C(C)OC(\C=C(/CC)\C1=CC=CC=C1)=O (E)-3-phenylpent-2-enoic acid ethyl ester